OC1(CC(C1)C(=O)N1CC2(C1)C[C@@H](CC2)C=2C=NN(C2C(F)(F)F)C)C |r| (rac)-((1s,3s)-3-hydroxy-3-methylcyclobutyl)(6-(1-methyl-5-(trifluoromethyl)-1H-pyrazol-4-yl)-2-azaspiro[3.4]oct-2-yl)methanone